tert-Butyl (1R*,5R*)-6-fluoro-3-(5-{[(2R,7aS)-2-fluorotetrahydro-1H-pyrrolizin-7a(5H)-yl]methoxy}[1,3]thiazolo[5,4-d]pyrimidin-7-yl)-3,8-diazabicyclo[3.2.1]octane-8-carboxylate FC1[C@H]2CN(C[C@@H](C1)N2C(=O)OC(C)(C)C)C=2C1=C(N=C(N2)OC[C@]23CCCN3C[C@@H](C2)F)SC=N1 |o1:2,6|